COC=1C=C(C(=O)Cl)C=CC1[N+](=O)[O-] 3-Methoxy-4-nitrobenzoyl chloride